2,3-dimethyl-4-(3-(vinylsulfonylamino)phenyl)-1H-indole-7-carboxamide CC=1NC2=C(C=CC(=C2C1C)C1=CC(=CC=C1)NS(=O)(=O)C=C)C(=O)N